COC=1C=C(C=CC(C(=O)N)C2=CC=CC=C2)C=C(C1OC)OC 3,4,5-trimethoxystyryl-(phenyl)acetamide